C1(CCC1)N1C(=NC(=C1)C(F)(F)F)C1=CC=C(C=C1)CN [4-[1-cyclobutyl-4-(trifluoromethyl)imidazol-2-yl]phenyl]methanamine